C1(CC1)C1=NC=NC(=C1C1=NC=C2C(=N1)N(N=C2)CC=2C=CC(=C(C2)O)C=2N(C=C(N2)C(F)(F)F)C(C)C)OC 5-((6-(4-cyclopropyl-6-methoxypyrimidin-5-yl)-1H-pyrazolo[3,4-d]pyrimidin-1-yl)methyl)-2-(1-isopropyl-4-(trifluoromethyl)-1H-imidazol-2-yl)phenol